N=1C=NN2C=NC(=CC21)OC2=C(C=C(C=C2)NC2=NC=NC1=CC=C(C(=C21)N2CCN(CC2)C)OC)C N-(4-([1,2,4]triazolo[1,5-c]pyrimidin-7-yloxy)-3-methylphenyl)-6-methoxy-5-(4-methylpiperazin-1-yl)quinazolin-4-amine